(methylamino)-2-methylsulfanyl-pyrimidine-5-carbaldehyde CNC1=NC(=NC=C1C=O)SC